N-(4-(1-(benzofuran-2-carbonyl)-3-methyl-1,2,3,6-tetrahydropyridin-4-yl)-1H-pyrrolo[2,3-b]pyridin-6-yl)cyclopropylcarboxamide O1C(=CC2=C1C=CC=C2)C(=O)N2CC(C(=CC2)C2=C1C(=NC(=C2)NC(=O)C2CC2)NC=C1)C